C(C1=CC=CC=C1)(C1=CC=CC=C1)N1C(C2(NC=3C=CC=CC3C=3C4=C(C=CC23)C(=C(N4)C4=CC=CC=C4)C)C4=CC(=CC=C14)Br)=O (+)-1-Benzhydryl-5-bromo-3'-methyl-2'-phenyl-1',7'-dihydrospiro[indoline-3,6'-pyrrolo[3,2-k]phenanthridin]-2-one